COC(C1=C(N=C(C(=C1N)F)O)CC1=CC=C(C=C1)OC)=O 6-hydroxy-2-p-methoxybenzyl-amino-5-fluoronicotinic acid methyl ester